6-chloro-N-(3-(5,6-dichloropyridin-2-yl)-2,2-difluoro-3-hydroxypropyl)-2-fluorobenzamide ClC1=CC=CC(=C1C(=O)NCC(C(O)C1=NC(=C(C=C1)Cl)Cl)(F)F)F